C1(=CC=CC=C1)[Bi](C1=NC=CC=C1)(C1=NC=CC=C1)(Cl)Cl phenyl-(bispyridyl)-bismuth dichloride